NCC(C1=CC=C(C=C1)C(F)(F)F)N1C[C@@H](N(C[C@H]1CC)C=1C2=C(N(C(N1)=O)C)C=CC(=N2)C#N)C 4-((2s,5r)-4-(2-amino-1-(4-(trifluoromethyl)phenyl)ethyl)-5-ethyl-2-methylpiperazin-1-yl)-1-methyl-2-oxo-1,2-dihydropyrido[3,2-d]pyrimidine-6-carbonitrile